BrC1=C(OCCN(C(OC(C)(C)C)=O)C)C=CC(=C1)F tert-butyl N-[2-(2-bromo-4-fluoro-phenoxy)ethyl]-N-methyl-carbamate